N1=C(C=CC=C1)C.[Cr] Chromium picoline